O1CCN(CC1)C1=CC=CC=2N1C=CN2 5-morpholinoimidazo[1,2-a]pyridine